dipotassium Trihydrate O.O.O.[K].[K]